C1(CC1)[C@H]([C@@H](C(=O)O)C)C1=CC=C2CC[C@@H](N(C2=C1)C)C1=CC=C(C=C1)C1=C(C=CC(=C1)OC)F |o1:15| (2S,3R)-3-cyclopropyl-3-((R or S)-2-(2'-fluoro-5'-methoxy-[1,1'-biphenyl]-4-yl)-1-methyl-1,2,3,4-tetrahydroquinolin-7-yl)-2-methylpropanoic acid